CC1(C=O)C(C=C(C=C1)C)C 1,2,4-trimethylbenzaldehyde